NC1(CC1)C1=C(N)C=CC=C1 2-(1-aminocyclopropyl)aniline